N1=NC=C2C1=NC=NC2 4H-pyrazolo[3,4-d]pyrimidine